Racemic-tert-butyl 7-(4-(cis-2-(2-fluorophenyl)-6-hydroxyl-1,2,3,4-tetrahydronaphthalen-1-yl)phenyl)-2,7-diazaspiro[3.5]nonane-2-carboxylate FC1=C(C=CC=C1)[C@@H]1[C@@H](C2=CC=C(C=C2CC1)O)C1=CC=C(C=C1)N1CCC2(CN(C2)C(=O)OC(C)(C)C)CC1 |r|